2-((4-hydroxy-2-iodo-5-methoxybenzyl)amino)-2-oxoethyl decanoate C(CCCCCCCCC)(=O)OCC(=O)NCC1=C(C=C(C(=C1)OC)O)I